C(CCCCCCCCCCCCCCC)(=O)N1[C@@H](CCC1)C(=O)N1[C@@H](CCC1)C(=O)NCC(=O)O 2-((S)-1-((S)-1-palmitoylpyrrolidine-2-carbonyl)pyrrolidine-2-amido)acetic acid